4-dihydro-quinolin-one N1CCC(C2=CC=CC=C12)=O